C1(=CC=CC=C1)C1=C(C(=C(C=C1)C1=CC=CC=C1)C1=CC=CC=2C3=CC=CC=C3NC12)C1=CC=CC=C1 (Phenyl)(phenylcarbazolylbiphenyl)